O1CC(C1)N1CCN(CC1)C/C(/C(=O)OC)=C\C methyl (E)-2-((4-(oxetan-3-yl)piperazin-1-yl)methyl)but-2-enoate